C(CCCCO)CCCC1C(O1)CCCCCCCC(=O)O The molecule is an epoxy fatty acid that is 9,10-epoxyoctadecanoic acid (9,10-epoxystearic acid) carrying an additional hydroxy substituent at position 18. It has a role as a plant metabolite. It is an epoxy fatty acid, an omega-hydroxy fatty acid and a hydroxyoctadecanoic acid. It derives from a 9,10-epoxyoctadecanoic acid. It is a conjugate acid of a 9,10-epoxy-18-hydroxyoctadecanoate.